N1=C(C=CC=C1)C[C@H](N)C(=O)O 3-(2-Pyridyl)alanine